FC(OC1=NC=CC(=C1F)CNC(=O)NC1CC(C1)C(F)(F)F)F 1-[[2-(difluoromethoxy)-3-fluoropyridin-4-yl]methyl]-3-[(1r,3r)-3-(trifluoromethyl)cyclobutyl]urea